(2-fluoro-5-hydroxyphenyl){6-[3-(3-pyridyl)-5-(trifluoromethyl)-1-pyrazolyl]-2-aza-2-spiro[3.3]heptyl}methanone FC1=C(C=C(C=C1)O)C(=O)N1CC2(C1)CC(C2)N2N=C(C=C2C(F)(F)F)C=2C=NC=CC2